BrC=1C(=CC2=C(N(CC(CS2)(CCC)C)C2=CC=CC=C2)C1)OC 7-bromo-8-methoxy-3-methyl-5-phenyl-3-propyl-2,3,4,5-tetrahydro-1,5-benzothiazepine